C(#C)C1(CCOCC1)N1C2=NC(=NC=C2N(C1=O)C)NC=1C=C2C=CC=NC2=CC1C 9-(4-ethynyltetrahydro-2H-pyran-4-yl)-7-methyl-2-((7-methylquinolin-6-yl)amino)-7,9-dihydro-8H-purin-8-one